Thiophene-1-amine S1(C=CC=C1)N